(S)-quinuclidin-3-yl ((R)-5-(3-chloro-4-isopropoxyphenyl)-2,2-dimethyl-2,3-dihydro-1H-inden-1-yl)carbamate ClC=1C=C(C=CC1OC(C)C)C=1C=C2CC([C@H](C2=CC1)NC(O[C@@H]1CN2CCC1CC2)=O)(C)C